N1=CC=CC2=CC=CC=C12 1-Azanaphthalene